NC1=C(C2=C(S1)C(=CC=C2C2=C(C=C1C(=NC(=NC1=C2F)OC[C@]21CCCN1C[C@@H](C2)F)N2CC(CCCCC2)C(=O)O)Cl)F)C#N 1-(7-(2-amino-3-cyano-7-fluorobenzo[b]thiophen-4-yl)-6-chloro-8-fluoro-2-(((2R,7aS)-2-fluorotetrahydro-1H-pyrrolizin-7a(5H)-yl)methoxy)quinazolin-4-yl)azocane-3-carboxylic acid